Methyl 2-(4-(6-((4-cyano-2-fluorobenzyl) oxy) pyridin-2-yl)-2,5-difluorobenzyl)-1-(((2r,4r)-4-hydroxypyrrolidin-2-yl) methyl)-1H-benzo[d]imidazole-6-carboxylate C(#N)C1=CC(=C(COC2=CC=CC(=N2)C2=CC(=C(CC3=NC4=C(N3C[C@@H]3NC[C@@H](C3)O)C=C(C=C4)C(=O)OC)C=C2F)F)C=C1)F